FC1=C(CNC=2C(C(C2NC2=CC=CC=C2)=O)=O)C=CC(=C1)C1=NOC(=N1)C(F)(F)F 3-((2-fluoro-4-(5-(trifluoromethyl)-1,2,4-oxadiazol-3-yl)benzyl)amino)-4-(phenylamino)cyclobut-3-ene-1,2-dione